O=C1C(=CN=C(N1C1=CC=CC=C1)C=1C=NC=CC1)C(=O)N 6-oxo-1-phenyl-2-pyridin-3-yl-1,6-dihydropyrimidine-5-carboxamide